C1=NC=CC2=C1C(OC1=C(O2)C=CC=C1)CNC(OC(C)(C)C)=O tert-butyl ((11H-benzo[2,3][1,4]dioxepino[6,5-c]pyridin-11-yl)methyl)carbamate